2-(dimethylamino)-1-(4-(2-(4-isopropyl-5-(8-methoxy-[1,2,4]triazolo[1,5-a]pyridin-6-yl)-1H-pyrazol-3-yl)-4-methylthiazol-5-yl)piperidin-1-yl)ethan-1-one CN(CC(=O)N1CCC(CC1)C1=C(N=C(S1)C1=NNC(=C1C(C)C)C=1C=C(C=2N(C1)N=CN2)OC)C)C